C(C)(C)(C)OC(=O)NC1CCC(CC1)[C@H](C)N1CC(OC2=C1C=C(C=C2F)C(=O)OC)C methyl 4-[(1S)-1-{(1r,4S)-4-[(tert-butoxycarbonyl) amino] cyclohexyl} ethyl]-8-fluoro-2-methyl-3,4-dihydro-2H-1,4-benzoxazine-6-carboxylate